CC1=C(C(=C(C(=C1C)C)C)C=1C=NC=CC1)O 2,3,4,5-tetramethyl-6-(pyridin-3-yl)phenol